ClP(=O)(OC1=CC=CC=C1)N[C@H](C(=O)OC(C)C)C Isopropyl (2s)-2-[[chloro(phenoxy)phosphoryl]amino]propanoate